(3-Amino-2-methylphenyl)boronic acid Hydrochloride Cl.NC=1C(=C(C=CC1)B(O)O)C